ClC=1C=C(C=CC1Cl)C1(CCC1)CN (1-(3,4-dichlorophenyl)cyclobutyl)methylamine